FC(OC1=CC=C(OC2=CC=C(C=N2)S(=O)(=O)N2[C@@H]([C@@H]3CC[C@H](C2)N3C(=O)OCCOC)C(=O)OCC)C=C1)F 2-ethyl 8-(2-methoxyethyl) (1s,2s,5r)-3-((6-(4-(difluoromethoxy) phenoxy) pyridin-3-yl) sulfonyl)-3,8-diazabicyclo[3.2.1]octane-2,8-dicarboxylate